CC(C)CCCC(CCCC(C)C)C 2,6,10-trimethylundecane